(R*)-N-((R)-7-(2-chloro-5-fluorophenyl)-9-oxo-2,3,8,9-tetrahydro-7H-[1,4]dioxino[2,3-e]isoindol-6-yl)-5-fluoro-3-hydroxy-3-(trifluoromethyl)indoline-1-carboxamide ClC1=C(C=C(C=C1)F)[C@@H]1NC(C2=C3C(=CC(=C12)NC(=O)N1C[C@](C2=CC(=CC=C12)F)(C(F)(F)F)O)OCCO3)=O |o1:22|